C(CC(O)(C(=O)O)CC(=O)O)(=O)O.FC1=CC=C(S1)CC[C@@]1(CN(CC1)C(C)(C)C=1C=NC(=CC1)C)CNC(=O)NC(C)C |o1:21| (S or R)-1-((3-(2-(5-fluorothiophen-2-yl)ethyl)-1-(2-(6-methylpyridin-3-yl)propan-2-yl)pyrrolidin-3-yl)methyl)-3-isopropylurea citrate